1-(3-tert-butyl-1-(1,2,3,4-tetrahydroisoquinolin-6-yl)-1H-pyrazol-5-yl)-3-(2-fluoro-4-(2-(methylcarbamoyl)pyridin-4-yloxy)phenyl)urea C(C)(C)(C)C1=NN(C(=C1)NC(=O)NC1=C(C=C(C=C1)OC1=CC(=NC=C1)C(NC)=O)F)C=1C=C2CCNCC2=CC1